N-(2-fluoro-5-((2-(((3S,5S)-5-fluoro-5-methylpiperidin-3-yl)amino)-[4,5'-bipyrimidin]-4'-yl)oxy)-6-methylnaphthalen-1-yl)propane-1-sulfonamide FC1=C(C2=CC=C(C(=C2C=C1)OC1=NC=NC=C1C1=NC(=NC=C1)N[C@@H]1CNC[C@@](C1)(C)F)C)NS(=O)(=O)CCC